N-({2-[5-fluoro-2-(2H-1,2,3-triazol-2-yl)benzoyl]-4-methyl-2-azabicyclo[3.1.1]hept-3-yl}methyl)quinoxalin-2-amine FC=1C=CC(=C(C(=O)N2C3CC(C(C2CNC2=NC4=CC=CC=C4N=C2)C)C3)C1)N1N=CC=N1